CC1=C(C=CC=C1)/C(/C(=O)OC)=N/OC methyl (Z)-2-methyl-α-methoxyiminophenylacetate